allyloxymenthane ethyl-2-(5-(2,6-dichloro-4-(2-(1-cyano-2-((ethoxycarbonyl)amino)-2-oxoethylidene)hydrazinyl)phenoxy)-2-oxopyridin-1(2H)-yl)propanoate C(C)OC(C(C)N1C(C=CC(=C1)OC1=C(C=C(C=C1Cl)NN=C(C(=O)NC(=O)OCC)C#N)Cl)=O)=O.C(C=C)OC1(CCC(CC1)C(C)C)C